N[C@@H]1C[C@H](CN(C1)C1=NC2=C(N1C)C=C(C(=C2)[N+](=O)[O-])C)O (3R,5R)-5-amino-1-(1,6-dimethyl-5-nitro-1H-benzo[d]imidazol-2-yl)piperidin-3-ol